1,2-di-(2Z-octadecenoyl)-sn-glycero-3-phosphocholine CCCCCCCCCCCCCCC/C=C\C(=O)OC[C@H](COP(=O)([O-])OCC[N+](C)(C)C)OC(=O)/C=C\CCCCCCCCCCCCCCC